C(C1=CC=CC=C1)N(C)CC1=CC(=NC(=N1)N)NC1=CC=C2C=CN=CC2=C1 6-((Benzyl(methyl)amino)methyl)-N4-(isoquinolin-7-yl)pyrimidine-2,4-diamine